C1N(CCC2=CC=CC=C12)CC=1OC=C(C(C1)=O)OCC1=C(C=CC=C1)C 2-[(3,4-dihydro-2(1H)-isoquinolinyl)methyl]-5-[(2-methylphenyl)methoxy]-4H-pyran-4-one